(2R,3R,4S,5R)-4-[[3-(3,4-Difluoro-2-isopropoxy-phenyl)-4,5-dimethyl-5-(trifluoromethyl)tetrahydrofuran-2-carbonyl]amino]pyridin-2-carboxamid FC=1C(=C(C=CC1F)[C@@H]1[C@@H](O[C@]([C@H]1C)(C(F)(F)F)C)C(=O)NC1=CC(=NC=C1)C(=O)N)OC(C)C